ClC1=CC=C(S1)CNC1=CC(=NN1C(=O)C1=CSC=C1)C1CNCCC1 N-[(5-chlorothiophen-2-yl)methyl]-3-(piperidin-3-yl)-1-(thiophene-3-carbonyl)-1H-pyrazol-5-amine